[Zr].[Be].[Al].[Cu] copper-aluminium-beryllium-zirconium